OC1=C(C=CC=C1)C=CCC 4-(2-hydroxyphenyl)-3-butene